N-[5-[4-[(4-cyanopyrimidin-2-yl)amino]cyclohexoxy]-7-morpholino-1,6-naphthyridin-3-yl]methanesulfonamide C(#N)C1=NC(=NC=C1)NC1CCC(CC1)OC1=C2C=C(C=NC2=CC(=N1)N1CCOCC1)NS(=O)(=O)C